NC1=CC=C(C=C1)C#CC#CC1=CC=C(C(=O)N[C@H](C(=O)NO)[C@](C(F)F)(C)O)C=C1 4-((4-Aminophenyl)buta-1,3-diyn-1-yl)-N-((2S,3S)-4,4-difluoro-3-hydroxy-1-(hydroxyamino)-3-methyl-1-oxobutan-2-yl)benzamide